BrC=1C(=C(C(=CC1)F)C[C@@H](C(=O)O)NC(=O)OC(C)(C)C)OCC1=CC=C(C=C1)OC (2S)-3-{3-bromo-6-fluoro-2-[(4-methoxyphenyl)methoxy]phenyl}-2-[(tert-butoxycarbonyl)amino]propanoic acid